(2R,3S)-N-(2-Amino-3-fluoro-4-((4-hydroxybenzyl)amino)phenyl)-2,3-difluorooctanamid NC1=C(C=CC(=C1F)NCC1=CC=C(C=C1)O)NC([C@H]([C@H](CCCCC)F)F)=O